C(C)N1N=C(C(=C1)OCC1=CC=C(C=C1)OC)C 1-ethyl-4-[(4-methoxyphenyl)methoxy]-3-methyl-pyrazole